C(CCCCCCCCCCCCCCCCCCCCCCCCC)(=O)N[C@@H](C(O)[C@H]1[C@H](O)[C@@H](O)[C@@H](O)[C@H](O1)CO)[C@H](O)CCCCCCCCCCCCCCC N-(hexacosanoyl)-1-beta-galactosyl-sphinganine